OC(C)(C)C1=C2N=CN(C2=NC=N1)CC1=CC=CC=C1 6-(alpha-hydroxy-isopropyl)-9-benzylpurine